BrC1=C(C(=O)OC)C=C(C(=C1)O)NC1COCC1 Methyl 2-bromo-4-hydroxy-5-((tetrahydrofuran-3-yl)amino)benzoate